6-Methyl-isatoic anhydride CC=1C=CC=C2C1C(=O)OC(N2)=O